C(C)N=C=NCC N-ethyl-(N'-ethylcarbodiimide)